2-chloro-4-methylpyridin-3-amine ClC1=NC=CC(=C1N)C